ClC=1C=C(OCCCCCC(=O)O)C=CC1C=1N(C2=NC=NC(=C2N1)OC1(CC1)C)CC1=CC(=CC=C1)Cl 6-(3-chloro-4-(9-(3-chlorobenzyl)-6-(1-methylcyclopropoxy)-9H-purin-8-yl)phenoxy)hexanoic acid